(S)-1-(1-(2-(1-hydroxyethyl)imidazo[4,5-d]pyrrolo[2,3-b]pyridin-1(6H)-yl)piperidin-4-yl)-3-(2,2,2-trifluoroethyl)urea O[C@@H](C)C1=NC=2C(=C3C(=NC2)NC=C3)N1N1CCC(CC1)NC(=O)NCC(F)(F)F